((3-((8-chloro-[1,2,4]triazolo[4,3-a]quinazolin-5-yl)(methyl)amino)phenyl)ethynyl)-3-hydroxy-1-methylpyrrolidin-2-one ClC1=CC=C2C(=NC=3N(C2=C1)C=NN3)N(C=3C=C(C=CC3)C#CC3(C(N(CC3)C)=O)O)C